2,4,6-tris{3'-(pyridin-3-yl)-5'-tert-butyl-1,1'-biphenyl-4-yl}-1,3,5-triazine N1=CC(=CC=C1)C=1C=C(C=C(C1)C(C)(C)C)C1=CC=C(C=C1)C1=NC(=NC(=N1)C1=CC=C(C=C1)C1=CC(=CC(=C1)C(C)(C)C)C=1C=NC=CC1)C1=CC=C(C=C1)C1=CC(=CC(=C1)C(C)(C)C)C=1C=NC=CC1